n-Butyl-benzo[d]isothiazol-3-on C(CCC)C1=CC=CC2=C1C(NS2)=O